COC=1C=C(C=CC1)N1NC(C=2C=NC(=CC21)NC2=NC=CN=C2)=O 1-(3-methoxyphenyl)-6-(pyrazin-2-ylamino)-1,2-dihydro-3H-pyrazolo[4,3-c]pyridin-3-one